C(C)(C)(C)OC(=O)NCCCCC1=CC=C(C(=N1)C(=O)OC)O Methyl 6-(4-((tert-butoxycarbonyl) amino) butyl)-3-hydroxypicolinate